C(C)OC(CC12CC(C1)C2)=O bicyclo[1.1.1]pentane-1-acetic acid ethyl ester